4-(2,3-dimethylphenyl)piperidine HCl salt Cl.CC1=C(C=CC=C1C)C1CCNCC1